trans-5-(2-(2-fluoro-4-methoxyphenyl)cyclopropyl)-2,2-bipyrimidine FC1=C(C=CC(=C1)OC)[C@H]1[C@@H](C1)C=1C=NC(=NC1)C1=NC=CC=N1